FC1=C(C=C(C=C1)F)N1N=NC(=C1)C(CC)N1C=C(C2=C1N=CN=C2N)C=2C=NC(=NC2)C(F)(F)F 7-{1-[1-(2,5-difluorophenyl)-1H-1,2,3-triazol-4-yl]Propyl}-5-[2-(trifluoromethyl)pyrimidin-5-yl]-7H-pyrrolo[2,3-d]Pyrimidin-4-amine